C(C)(C)(C)[Si](C1=CC=CC=C1)(C1=CC=CC=C1)OCCCCCCC(OC)OC tert-butyl((7,7-dimethoxyheptyl)oxy)diphenylsilane